methyl 6-amino-1-((2-(trimethylsilyl)ethoxy)methyl)-1H-benzo[d]imidazole-5-carboxylate NC=1C(=CC2=C(N(C=N2)COCC[Si](C)(C)C)C1)C(=O)OC